FC=1C=C2C(=NN(C2=CC1C1CCC(CC1)=O)C)N1C(NC(CC1)=O)=O 1-(5-fluoro-1-methyl-6-(4-oxocyclohexyl)-1H-indazol-3-yl)dihydropyrimidine-2,4(1H,3H)-dione